N-[(4S,7R,8R)-8-methoxy-4,7,10-trimethyl-11-oxo-5-(phenylmethyl)-2-oxa-5,10-diazabicyclo[10.4.0]hexadeca-1(12),13,15-trien-14-yl]butanamide CO[C@@H]1[C@@H](CN([C@H](COC=2C=CC(=CC2C(N(C1)C)=O)NC(CCC)=O)C)CC1=CC=CC=C1)C